C([C@H]1[C@@H](CCCCCCCCCCC)O1)O (2S,3R)-2,3-epoxy-1-tetradecanol